C(\C=C\CCCCCCCC)=O Trans-2-Undecenal